N-(cyclohexylmethyl)-2-(4,4-dimethyl-7-(4-(trifluoromethyl)phenyl)-3,4-dihydroisoquinolin-2(1H)-yl)acetamide C1(CCCCC1)CNC(CN1CC2=CC(=CC=C2C(C1)(C)C)C1=CC=C(C=C1)C(F)(F)F)=O